C1(CCCCC1)OC1=CC(=NC=C1)C1=NN=C(O1)NC1=NC=C(C=C1)OC 5-(4-(cyclohexyloxy)pyridin-2-yl)-N-(5-methoxypyridin-2-yl)-1,3,4-oxadiazol-2-amine